BrC=1N=C2N(C1)CCC2 2-Bromo-6,7-dihydro-5H-pyrrolo[1,2-a]imidazole